bis(4-aminophenoxy)-dimethylsilane NC1=CC=C(O[Si](C)(C)OC2=CC=C(C=C2)N)C=C1